N1CC(C1)CN(C(C1=CC=C(C=C1)[C@@H]1CC2(CC(C2)C#N)CCN1CC1=C2C=CNC2=C(C=C1OC)C)=O)C N-(azetidin-3-ylmethyl)-4-((2R,4r,6S)-2-cyano-7-((5-methoxy-7-methyl-1H-indol-4-yl)methyl)-7-azaspiro[3.5]nonan-6-yl)-N-methylbenzamide